(R)-N1-(1-methoxypropan-2-yl)cyclohexane-1,4-diamine COC[C@@H](C)NC1CCC(CC1)N